ClC1=C(C=C(C(=C1N=C=O)Cl)OC)OC 2,4-dichloro-3-isocyanato-1,5-dimethoxybenzene